C1(CC1)C1=CC=C2C=C(C(N(C2=C1)C)=O)C(=O)NC1=CC=C(C=C1)OC 7-Cyclopropyl-N-(4-methoxyphenyl)-1-methyl-2-oxo-quinoline-3-carboxamide